N-(4-{1-[(2,4-dichlorophenyl)carbonyl]piperidin-4-yl}butyl)-1H-pyrrolo[3,2-c]pyridine-2-carboxamide ClC1=C(C=CC(=C1)Cl)C(=O)N1CCC(CC1)CCCCNC(=O)C1=CC=2C=NC=CC2N1